C1(CC1)C=1C(=NC=CC1)N 3-cyclopropylpyridin-2-amine